N1C=CC=2C1=NC=C(C2)C2=CC=C(C=C2)S(=O)(=O)N2C[C@@H]([C@@H](CC2)NC2=NC=C(C=C2)C(F)(F)F)O (3S,4R)-1-((4-(1H-pyrrolo[2,3-b]pyridin-5-yl)phenyl)sulfonyl)-4-((5-(trifluoromethyl)pyridin-2-yl)amino)piperidin-3-ol